calcium Pantothenic acid C(CCNC([C@H](O)C(C)(C)CO)=O)(=O)O.[Ca]